5-{[2-chloro-5-(trifluoromethyl)anilino]methylidene}-2,2-dimethyl-1,3-dioxane-4,6-dione ClC1=C(NC=C2C(OC(OC2=O)(C)C)=O)C=C(C=C1)C(F)(F)F